S(=O)(=O)(O)OS(=O)(=O)O.C(CCCCCCCCCCC)C1=NC=CC=C1 lauryl-pyridine disulfate